S(=O)(=O)([O-])[O-].N(C=1C(=CC=CC1)C)[N+]#N.N(C=1C(=CC=CC1)C)[N+]#N toluidinediazonium sulfate